3-bromo-N-methyl-1H-pyrrolo[2,3-b]Pyridine-5-carboxamide BrC1=CNC2=NC=C(C=C21)C(=O)NC